(3R)-3-(4-chlorophenyl)-2-[(5-chloropyridin-2-yl)methyl]-3-{[(1S,3S)-3-hydroxycyclopentyl]oxy}-6-(2-hydroxypropan-2-yl)-2,3-dihydro-1H-isoindol-1-one ClC1=CC=C(C=C1)[C@@]1(N(C(C2=CC(=CC=C12)C(C)(C)O)=O)CC1=NC=C(C=C1)Cl)O[C@@H]1C[C@H](CC1)O